5-(3,5-bis-trifluoromethyl-phenyl)-3-[1-(2,6-dichloro-3-fluoro-phenyl)-ethoxy]-pyridin-2-ylamine FC(C=1C=C(C=C(C1)C(F)(F)F)C=1C=C(C(=NC1)N)OC(C)C1=C(C(=CC=C1Cl)F)Cl)(F)F